(4-((S)-2-((S)-2-(4-(1-(26-azido-3,6,9,12,15,18,21,24-octaoxahexacosanyl) piperidin-4-yl) butyramido)-3-methylbutyramido) propionamido) benzyl) (4-nitrophenyl) carbonate C(OCC1=CC=C(C=C1)NC([C@H](C)NC([C@H](C(C)C)NC(CCCC1CCN(CC1)CCOCCOCCOCCOCCOCCOCCOCCOCCN=[N+]=[N-])=O)=O)=O)(OC1=CC=C(C=C1)[N+](=O)[O-])=O